(S)-(2-(1-((tert-butoxycarbonyl)amino)but-3-en-1-yl)pyridin-4-yl)boronic acid C(C)(C)(C)OC(=O)N[C@@H](CC=C)C1=NC=CC(=C1)B(O)O